C(C)(=O)C1=CC=CC2=CN(N=C12)C 7-Acetyl-2-methyl-2H-indazole